(R)-4-(trifluoromethoxy)-N-(1-(3-(trifluoromethoxy)phenyl)pyrrolidin-3-yl)benzenesulfonamide FC(OC1=CC=C(C=C1)S(=O)(=O)N[C@H]1CN(CC1)C1=CC(=CC=C1)OC(F)(F)F)(F)F